ClC=1C(=CC(=NC1)OC)C1=CC(=NN1)C(=O)N1CCC(CC1)C(=O)NC=1C=NN(C1)C(C)C 1-(5-(5-chloro-2-methoxypyridin-4-yl)-1H-pyrazole-3-carbonyl)-N-(1-isopropyl-1H-pyrazol-4-yl)piperidine-4-carboxamide